2,4,5-triphenyl-3-(4-methoxynaphthylethynyl)phenylcyclopentadienone C1(=CC=CC=C1)C1=C(C=C(C(=C1C#CC1=CC=C(C2=CC=CC=C12)OC)C1=CC=CC=C1)C1=CC=CC=C1)C=1C(C=CC1)=O